NCC(=O)NCO[C@@H](C(=O)OCC1=C(C=C(C=C1)OC)OC)C1CC1 2,4-Dimethoxybenzyl (R)-2-((2-Aminoacetamido) methoxy)-2-cyclopropylacetate